tert-butyl 4-(2,5-dichlorobenzoyl)piperidine-1-carboxylate ClC1=C(C(=O)C2CCN(CC2)C(=O)OC(C)(C)C)C=C(C=C1)Cl